FC1=CC(=C2C=C(NC(C2=C1)=O)CCC(=O)N1CCC(CC1)NC1=CC=C(C#N)C=C1)C 4-((1-(3-(7-fluoro-5-methyl-1-oxo-1,2-dihydroisoquinolin-3-yl)propanoyl)piperidin-4-yl)amino)benzonitrile